2-amino-3-(2-fluorophenyl)propyl (aminocarbonyl)carbamate NC(=O)NC(OCC(CC1=C(C=CC=C1)F)N)=O